O(O)C=1C=C(C=CC1O)CC1(C(OC2C1(OCC2O)O)=O)O 6-[(3-hydroperoxy-4-hydroxyphenyl)-methyl]-3,6,6a-trihydroxy-3,3a-dihydro-2H-furo[3,2-b]furan-5-one